1,3-DIHYDRO-2H-PYRROLO[3,4-C]PYRIDINE C1NCC=2C=NC=CC21